(2-{[(2S)-3-{[(2S,4R,5R)-1-(4-chlorobenzyl)-2,5-dimethylpiperidin-4-yl]amino}-2-hydroxy-2-methylpropyl]oxy}-4-fluorophenyl)acetic acid ClC1=CC=C(CN2[C@H](C[C@H]([C@@H](C2)C)NC[C@](COC2=C(C=CC(=C2)F)CC(=O)O)(C)O)C)C=C1